(4S)-7,8-dichloro-6-(2,6-difluorophenyl)-4-methyl-N-(oxetan-3-yl)-4H-[1,2,4]triazolo[1,5-a][1,4]benzodiazepine-2-carboxamide ClC1=C(C=CC2=C1C(=N[C@H](C=1N2N=C(N1)C(=O)NC1COC1)C)C1=C(C=CC=C1F)F)Cl